ClC=1C=C(C=C(C1OCCCl)C#N)C(C)(C)C1=CC=C(OCC2CC(C2)NS(=O)(=O)C)C=C1 N-((1r,3r)-3-((4-(2-(3-chloro-4-(2-chloroethoxy)-5-cyanophenyl)propan-2-yl)phenoxy)methyl)cyclobutyl)methanesulfonamide